FC=1C=C(C=NC1)CN1CC2=C(CC1)C(=CS2)C(=O)NC2=CC(=CC=C2)C(F)(F)F 6-((5-Fluoropyridin-3-yl)Methyl)-N-(3-(Trifluoromethyl)Phenyl)-4,5,6,7-Tetrahydrothieno[2,3-c]Pyridin-3-Carboxamid